(E)-1-tert-butyl-1,1-dimethyl-N-(2,2,2-trifluoroethylidene)silanamine C(C)(C)(C)[Si](/N=C/C(F)(F)F)(C)C